(+)-4,4-difluoro-2-(4-fluorophenyl)-N-{4-[3-methyl-7-(pyridin-2-yl)-5H-pyrrolo[2,3-b]pyrazin-6-yl]pyridin-2-yl}butanamide FC(CC(C(=O)NC1=NC=CC(=C1)C1=C(C=2C(=NC(=CN2)C)N1)C1=NC=CC=C1)C1=CC=C(C=C1)F)F